(R)-1-(2-((2-(3-chloro-2-fluorophenylmethylamino)-2-oxoethyl)(cyclopropyl)amino)-2-oxoethyl)-5-(3-methyl-3-(1-methylpyrrolidin-3-yl)ureido)-1H-indazole-3-carboxamide ClC=1C(=C(C=CC1)CNC(CN(C(CN1N=C(C2=CC(=CC=C12)NC(=O)N([C@H]1CN(CC1)C)C)C(=O)N)=O)C1CC1)=O)F